NC1(CC2=CC(=CC=C2CC1)OC1=CC2=CC=CC=C2C=C1)C(=O)O 2-amino-7-(naphthalene-2-yloxy)-1,2,3,4-tetrahydronaphthalene-2-carboxylic acid